N-(2,6-diethylphenyl)phthalimide C(C)C1=C(C(=CC=C1)CC)N1C(C=2C(C1=O)=CC=CC2)=O